3-(3-phosphono-guanidino)propionic acid P(=O)(O)(O)NC(NCCC(=O)O)=N